7-chloro-1-oxo-4-(trimethylstannanyl)isoindoline-2-carboxylic acid tert-butyl ester C(C)(C)(C)OC(=O)N1C(C2=C(C=CC(=C2C1)[Sn](C)(C)C)Cl)=O